6-methylquinazolin-4-yl-azetidine-3-carboxylate CC=1C=C2C(=NC=NC2=CC1)OC(=O)C1CNC1